CN1N=C(C=C1)C=1C=C(C(=NC1)C(=O)OCC)B1OC(C(O1)(C)C)(C)C ethyl 5-(1-methyl-1H-pyrazol-3-yl)-3-(4,4,5,5-tetramethyl-1,3,2-dioxaborolan-2-yl)picolinate